(+)-N-(5-(1-amino-1-(3-cyanophenyl)-3-cyclopropyl-propyl)-2-fluorophenyl)-1-(1-aminoisoquinolin-7-yl)-3-(trifluoromethyl)-1H-pyrazole-5-carboxamide NC(CCC1CC1)(C1=CC(=CC=C1)C#N)C=1C=CC(=C(C1)NC(=O)C1=CC(=NN1C1=CC=C2C=CN=C(C2=C1)N)C(F)(F)F)F